P(O)(=O)(OP(=O)(O)OP(=O)(O)O)OC[C@@H]1CC[C@@H](O1)N1C(=O)NC(=O)C(=C1)C(F)(F)F.CC=1C=CC2=C(N(C(=N2)C2=CC=C(N)C=C2)CCC2=CC=C(C=C2)C)C1 4-(6-methyl-1-(4-methylphenylethyl)-1H-benzo[d]imidazol-2-yl)aniline 5-trifluoromethyl-2',3'-dideoxyuridine-5'-triphosphate